2-Acetamido-2-desoxy-β-D-glucopyranose C(C)(=O)N[C@H]1[C@H](O)O[C@@H]([C@H]([C@@H]1O)O)CO